methyl-2-chloro-N4-([4-[5-ethyl-3-(trifluoromethyl)pyrazol-1-yl]phenyl]methyl)pyrimidine-4,5-diamine CC1=C(C(=NC(=N1)Cl)NCC1=CC=C(C=C1)N1N=C(C=C1CC)C(F)(F)F)N